COC=1C(=CC2=CC=CC=C2C1)C[Sn](C)(C)C ((3-methoxynaphthalene-2-yl)methyl)trimethylstannane